1-[4-(4-{3-[(2R)-2-methylpyrrolidin-1-yl]-propoxy}-phenoxy)-piperidin-1-yl]-ethan-1-on dicitrate salt C(CC(O)(C(=O)O)CC(=O)O)(=O)O.C(CC(O)(C(=O)O)CC(=O)O)(=O)O.C[C@H]1N(CCC1)CCCOC1=CC=C(OC2CCN(CC2)C(C)=O)C=C1